rhodium bis(triphenylphosphine) C1(=CC=CC=C1)P(C1=CC=CC=C1)C1=CC=CC=C1.C1(=CC=CC=C1)P(C1=CC=CC=C1)C1=CC=CC=C1.[Rh]